6-chloro-N-ethyl-4-(2-(4-methyl-4H-1,2,4-triazol-3-yl)phenyl)pyridin-2-amine ClC1=CC(=CC(=N1)NCC)C1=C(C=CC=C1)C1=NN=CN1C